[(Z)-non-2-enyl]4-[[5-[[4-[(Z)-non-2-enoxy]-4-oxo-butyl]amino]-4,5-dioxo-pentanoyl]amino]butanoate C(\C=C/CCCCCC)OC(CCCNC(CCC(C(=O)NCCCC(=O)OC\C=C/CCCCCC)=O)=O)=O